COC=1C=C(C=C2CCN(CC12)C)C=1N=C2C(=NC1)N(C=C2C2=CC=C(C(=O)N(C[C@H]1COCC1)C)C=C2)S(=O)(=O)C2=CC=C(C)C=C2 (S)-4-(2-(8-methoxy-2-methyl-1,2,3,4-tetrahydroisoquinolin-6-yl)-5-tosyl-5H-pyrrolo[2,3-b]pyrazin-7-yl)-N-methyl-N-((tetrahydrofuran-3-yl)methyl)benzamide